1,3-dihydroisoindole-2-carboxylic acid tert-butyl ester C(C)(C)(C)OC(=O)N1CC2=CC=CC=C2C1